COC=1C(=NC=CC1C1=NOC(=N1)CN(S(=O)(=O)C)C)NC1=C(N=NC(=C1)NC1=NC=CC(=C1)C)C(=O)NC([2H])([2H])[2H] 4-[(3-Methoxy-4-{5-[(N-methylmethansulfonamido)methyl]-1,2,4-oxadiazol-3-yl}pyridin-2-yl)amino]-N-(2H3)methyl-6-[(4-methylpyridin-2-yl)amino]pyridazin-3-carboxamid